CC1(OCC[C@@H](C1)C=1C=C2C=C(NC2=C(C1)OC)C(=O)N(C1=CC=CC=C1)C)C (S)-5-(2,2-dimethyltetrahydro-2H-pyran-4-yl)-7-methoxy-N-methyl-N-phenyl-1H-indole-2-carboxamide